C(CCCCC)C1=CC2=C(NN=N2)C=C1 5-hexylbenzotriazol